COC(=O)C=1C=C2CN(C(C2=CC1)=O)C1=CC2=C(NC(N2)=O)C=C1 oxo-2-(2-oxo-1,3-dihydrobenzimidazol-5-yl)isoindoline-5-carboxylic acid methyl ester